N-(2,4-difluoro-3-iodophenyl)-2,3-difluorobenzenesulfonamide FC1=C(C=CC(=C1I)F)NS(=O)(=O)C1=C(C(=CC=C1)F)F